2-(trifluoromethyl)-3,3,3-trifluoropropionate FC(C(C(=O)[O-])C(F)(F)F)(F)F